4-((4-(5-(4-chlorophenyl)-4-methyl-1H-imidazol-2-yl)phenoxy)methyl)quinolin-2(1H)-one ClC1=CC=C(C=C1)C1=C(N=C(N1)C1=CC=C(OCC2=CC(NC3=CC=CC=C23)=O)C=C1)C